(9Z,12Z)-N-(3-(dimethylamino)propyl)-N-(3-ethyl-1-(octadecylamino)-1-oxoheptan-2-yl)octadeca-9,12-dienamide CN(CCCN(C(CCCCCCC\C=C/C\C=C/CCCCC)=O)C(C(=O)NCCCCCCCCCCCCCCCCCC)C(CCCC)CC)C